CC1=C(C=C(N)C=C1)C=1N=NC=CC1 4-methyl-3-(pyridazin-3-yl)aniline